FC1=CC=C(C=C1)CNCC1CCN(CC1)C N-(4-fluorophenylmethyl)-1-(1-methylpiperidin-4-yl)methylamine